ClC1=C(C=C(C=N1)B(O)O)F (6-chloro-5-fluoro-3-pyridyl)boronic acid